COC1=CC=C(C=N1)CN1C(C2=CC=C(C=C2C=N1)S(=O)(=O)C=1C=NC(=CC1)OC)=O 2-((6-methoxypyridin-3-yl)methyl)-6-(6-methoxypyridin-3-ylsulfonyl)phthalazin-1(2H)-one